6-[1-(2-fluoro-6-methyl-phenyl)-piperidin-4-yl]-4-(2-trifluoromethyl-benzyl)-2,4,6,7-tetrahydro-[1,2,3]triazolo[4,5-d]pyrimidin-5-one FC1=C(C(=CC=C1)C)N1CCC(CC1)N1C(N(C=2C(C1)=NNN2)CC2=C(C=CC=C2)C(F)(F)F)=O